O=C1NC(CCC1N1C(C2=CC=C3C(=C2C1)OCC31CCN(CC1)CC1=C(C(=O)NC)C=CC=C1)=O)=O (7-(2,6-dioxopiperidin-3-yl)-6-oxo-7,8-dihydro-2H,6H-spiro[furo[2,3-e]isoindole-3,4'-piperidin]-1'-yl)methyl-N-methylbenzamide